ClC=1C=CC2=C(N=C(S2)C2=CC=C(OCCCCCCC(=O)NO)C=C2)C1 7-(4-(5-chlorobenzo[d]thiazole-2-yl)phenoxy)-N-hydroxyheptanamide